C(C)(C)(C)NC(COC[C@H](N(C(CCC=C)=O)C)C(=O)O)=O O-(2-(tert-butylamino)-2-oxoethyl)-N-methyl-N-(pent-4-enoyl)-L-serine